ClC1=C(C(=O)NC2=C3C=NN(C3=CC=C2)C=2C=NC(=CC2)C(F)(F)F)C=C(C=C1)CNC(CC(C)(C)C)=O 2-Chloro-5-{[(3,3-dimethylbutanoyl)amino]methyl}-N-{1-[6-(trifluoromethyl)pyridin-3-yl]-1H-indazol-4-yl}benzamide